Bis(3-(((S)-1-amino-4-methyl-1-oxopent-2-yl)amino)-2-benzyl-3-oxopropyl)phosphinic acid NC([C@H](CC(C)C)NC(C(CP(O)(=O)CC(C(N[C@H](C(N)=O)CC(C)C)=O)CC1=CC=CC=C1)CC1=CC=CC=C1)=O)=O